(R)-1,1-Difluoro-1-(2-fluoro-3-(1-((2,6,8,8-tetramethyl-7,8-dihydro-6H-[1,4]oxazino[3,2-g]quinazolin-4-yl)amino)ethyl)phenyl)-2-methylpropan-2-ol FC(C(C)(O)C)(C1=C(C(=CC=C1)[C@@H](C)NC1=NC(=NC2=CC3=C(C=C12)N(CC(O3)(C)C)C)C)F)F